FC1=C(C(=C(C(=C1[B-](C1=C(C(=C(C(=C1F)F)F)F)F)(C1=C(C(=C(C(=C1F)F)F)F)F)C1=C(C(=C(C(=C1F)F)F)F)F)F)F)F)F.[K+] potassium tetrakis(pentafluoro-phenyl)borate